C1(CC=C(CC1)C(C)C)C p-Menth-3-en